ClC=1C=CC(=NC1)[C@@]1(OC2=C(O1)C=CC=C2C2CCN(CC2)CC2=NC1=C(N2CC2=CN=CS2)C=C(C=C1O)C(=O)OC)C methyl (S)-2-((4-(2-(5-chloropyridin-2-yl)-2-methylbenzo[d][1,3]dioxol-4-yl)piperidin-1-yl)methyl)-4-hydroxy-1-(thiazol-5-ylmethyl)-1H-benzo[d]imidazole-6-carboxylate